(3S)-4-(dimethylamino)-3-[[(2S)-2-[9H-fluorene-9-ylmethoxycarbonyl-(methyl)amino]-3-methylbutanoyl]Amino]-4-oxobutanoic acid CN(C([C@H](CC(=O)O)NC([C@H](C(C)C)N(C)C(=O)OCC1C2=CC=CC=C2C=2C=CC=CC12)=O)=O)C